(1R,3S,5S)-6,6-difluoro-3-{[8-(6-methoxypyridazin-4-yl)-6H-isochromeno[3,4-b]pyridin-3-yl]oxy}-8-azabicyclo[3.2.1]octane FC1([C@@H]2C[C@H](C[C@H](C1)N2)OC2=CC=C1C(=N2)OCC=2C=C(C=CC21)C2=CN=NC(=C2)OC)F